4-(4-bromo-2,3-difluorophenyl)-1H-1,2,3-triazol BrC1=C(C(=C(C=C1)C=1N=NNC1)F)F